4-[3-[(2-iodophenylacetyl)amino]phenyl]-1,4-dihydrobenzo[f]quinoxaline-2,3-dione IC1=C(C=CC=C1)CC(=O)NC=1C=C(C=CC1)N1C(C(NC=2C3=C(C=CC12)C=CC=C3)=O)=O